2-(5-(8-Amino-6-(trifluoromethyl)imidazo[1,2-a]pyrazin-3-yl)-1-oxoisoindolin-2-yl)-2-cyclopropyl-N-methylacetamide, trifluoroacetate salt FC(C(=O)O)(F)F.NC=1C=2N(C=C(N1)C(F)(F)F)C(=CN2)C=2C=C1CN(C(C1=CC2)=O)C(C(=O)NC)C2CC2